NC1=NC(N(C=C1)[C@H]1[C@]([C@@H]([C@@](O1)(F)CO[P@](=O)(OC1=CC=CC=C1)N[C@@H](C)C(=O)OC(C)C)O)(C)O)=O isopropyl ((s)-(((2S,3S,4R,5R)-5-(4-amino-2-oxopyrimidin-1(2H)-yl)-2-fluoro-3,4-dihydroxy-4-methyltetrahydrofuran-2-yl)methoxy)(phenoxy)phosphoryl)-L-alaninate